6-(cyclopropanecarboxamido)-4-((3-((difluoromethyl)thio)pyridin-2-yl)amino)-N-(methyl-d3)pyridazine-3-carboxamide C1(CC1)C(=O)NC1=CC(=C(N=N1)C(=O)NC([2H])([2H])[2H])NC1=NC=CC=C1SC(F)F